FC1=C(C=C(C=C1)C=1C(=C2N(N1)CCC2)C=2C=CC=1N(C2)C=CN1)OC(F)(F)F 6-(2-(4-Fluoro-3-trifluoromethoxyphenyl)-5,6-dihydro-4H-pyrrolo[1,2-b]pyrazol-3-yl)imidazo[1,2-a]pyridine